4-amino-N-methyl-N-((6-(trifluoromethyl)-3-pyridazinyl)methyl)-1,3-dihydrofuro[3,4-c][1,7]naphthyridine-8-carboxamide NC1=NC=2C=NC(=CC2C2=C1COC2)C(=O)N(CC=2N=NC(=CC2)C(F)(F)F)C